COC1=CC=C(C=C1)C=CC(=O)N(C1=NC=CC=C1)CCSC 3-(4-methoxyphenyl)-N-(2-methylsulfanylethyl)-N-(2-pyridyl)prop-2-enamide